ClC=1C(=NC=CN1)NC1=CC=C(C=C1)C(F)(F)F 3-chloro-N-(4-(trifluoromethyl)phenyl)pyrazin-2-amine